2-(Trimethylsilyl)ethyl (S)-(3-(3-(2,4-dioxoazepan-1-yl)phenoxy)-3-(thiophen-2-yl)propyl)(methyl)carbamate O=C1N(CCCC(C1)=O)C=1C=C(O[C@@H](CCN(C(OCC[Si](C)(C)C)=O)C)C=2SC=CC2)C=CC1